ClC=1C(=C(C=C(C1)C(F)(F)F)[C@@]1(CC(=NO1)C1=CC(=C(C(=O)N[C@@H]2C[C@H](C2)C(F)(F)F)C=C1)C)C(F)(F)F)F |o1:11| 4-((S*)-5-(3-chloro-2-fluoro-5-(trifluoromethyl)phenyl)-5-(trifluoromethyl)-4,5-dihydro-isoxazol-3-yl)-2-methyl-N-((trans)-3-(trifluoromethyl)-cyclobutyl)benzamide